rel-3-cyclopropyl-1-methyl-N-{2-[(2R)-1-methylpyrrolidin-2-yl]imidazo[1,2-a]pyrazin-6-yl}-1H-indazole-6-carboxamide C1(CC1)C1=NN(C2=CC(=CC=C12)C(=O)NC=1N=CC=2N(C1)C=C(N2)[C@@H]2N(CCC2)C)C |o1:24|